COC(=O)C1=NC(=C(C=C1)N)OC([2H])([2H])[2H] 5-amino-6-(methoxy-d3)pyridine-2-carboxylic acid methyl ester